N-(4-((7-chloro-1-methyl-2-((1-methyl-2-oxo-5-(trifluoromethyl)-1,2-dihydropyridin-3-yl)amino)-1H-imidazo[4,5-b]pyridin-6-yl)oxy)pyridin-2-yl)-3-morpholinopropanamide ClC1=C2C(=NC=C1OC1=CC(=NC=C1)NC(CCN1CCOCC1)=O)N=C(N2C)NC=2C(N(C=C(C2)C(F)(F)F)C)=O